C(#N)/N=C(\NCC1=CN=C(S1)C(=O)N1CCC2=C(C=CC=C12)C1=CC(=CC=C1)OCCCN1CCC(CC1)O)/NC1=CC=NC=C1 (E)-2-cyano-1-{[2-(4-{3-[3-(4-hydroxypiperidin-1-yl)propoxy]phenyl}indoline-1-carbonyl)thiazol-5-yl]methyl}-3-(pyridin-4-yl)guanidine